methyl 5-bromo-1-methyl-2-oxo-1,2-dihydropyridine-4-carboxylate BrC=1C(=CC(N(C1)C)=O)C(=O)OC